2-(tert-butyl)thiazole tert-butyl-6-(4-((2,6-dioxopiperidin-3-yl)amino)-2,6-difluorophenyl)-2-azaspiro[3.3]heptane-2-carboxylate C(C)(C)(C)OC(=O)N1CC2(C1)CC(C2)C2=C(C=C(C=C2F)NC2C(NC(CC2)=O)=O)F.C(C)(C)(C)C=2SC=CN2